p-phenyl-azophenol C1(=CC=CC=C1)C1=CC(=C(C=C1)O)N=NC1=C(C=CC=C1)O